CC1=NC=C(C(=C1)C=1NC2=CC=C(C=C2C1C(C)C)C1CCN(CC1)C1COCC1)C 2-(2,5-dimethylpyridin-4-yl)-3-isopropyl-5-(1-(tetrahydrofuran-3-yl)piperidin-4-yl)-1H-indole